N-[5-cyano-4-(2-methoxyethylamino)pyridin-2-yl]-7-formyl-6-[(4-methyl-2-oxopiperazin-1-yl)methyl]-3,4-dihydro-2H-1,8-naphthyridine-1-carboxamide C(#N)C=1C(=CC(=NC1)NC(=O)N1CCCC2=CC(=C(N=C12)C=O)CN1C(CN(CC1)C)=O)NCCOC